[N-]=C=S.C1(=CC=CC=C1)C=1C(=CC=CC1)C1=CC=CC=C1 terphenyl isothiocyanate